N-((4-((5-fluoropyrimidin-2-yl)oxy)-3-methylphenyl)carbamoyl)-3-methoxybicyclo[1.1.1]pentane-1-carboxamide FC=1C=NC(=NC1)OC1=C(C=C(C=C1)NC(=O)NC(=O)C12CC(C1)(C2)OC)C